2-methyl-1-[4-(methylthio)phenyl]-2-morpholinyl-(morpholino)propan-1-one CC(C(=O)C1=CC=C(C=C1)SC)(CN1CCOCC1)N1CCOCC1